ClC=1C=C(C=CC1C#N)N1[C@H](O[C@@H](C1)C(=O)NC=1C=NC(=CC1)C#N)C(F)(F)F (2R,5S)-3-(3-Chloro-4-cyanophenyl)-N-(6-cyanopyridin-3-yl)-2-(trifluoromethyl)oxazolidin-5-carboxamid